S(NC(=O)N)NC(=O)N thiobisurea